8,8'-(((1S,3S)-3-HYDROXYCYCLOPENTYL)AZANEDIYL)BIS(N,N-DIDECYLOCTANAMIDE) O[C@@H]1C[C@H](CC1)N(CCCCCCCC(=O)N(CCCCCCCCCC)CCCCCCCCCC)CCCCCCCC(=O)N(CCCCCCCCCC)CCCCCCCCCC